BrC=1C2(C3=CC4=C(OCO4)C=C3C1)CCC(CC2)(C(=O)OC)NC2=CC(=CC=C2)Cl methyl (1s,4s)-6'-bromo-4-(3-chloroanilino)-2'H-spiro[cyclohexane-1,5'-indeno[5,6-d][1,3]dioxole]-4-carboxylate